N-(3-(8-chloro-1-(2,6-dichloro-4-(2-hydroxyethoxy)phenyl)-2-methyl-4-oxo-1,4-dihydro-1,6-naphthyridin-5-yl)propyl)acetamide ClC=1C=NC(=C2C(C=C(N(C12)C1=C(C=C(C=C1Cl)OCCO)Cl)C)=O)CCCNC(C)=O